C(C)OC(=O)C1=NN2C(C(=NC(=C2Br)C)N2CCC3(CC2)/C(/C=2C(=NC=CC2)C3)=N/[S@](=O)C(C)(C)C)=C1 7-bromo-4-[(5Z)-5-[(R)-tert-butylsulfinyl]iminospiro[7H-cyclopenta[b]pyridin-6,4'-piperidin]-1'-yl]-6-methyl-pyrazolo[1,5-a]pyrazine-2-carboxylic acid ethyl ester